C(#N)C1=CC=C(C=C1)C1COC2=C1C=C(C=C2C(=O)NC)C(=O)NC2CC2 3-(4-Cyanophenyl)-N5-cyclopropyl-N7-methyl-2,3-dihydrobenzofuran-5,7-dicarboxamid